FC1=C(C=CC=C1)N1N=CC(=C1)C(CC)O 1-[1-(2-fluorophenyl)-1H-pyrazol-4-yl]Propan-1-ol